O1N=CN=C1C1=CC=C(C=C1)[C@H](C)NC(C(C)(N1C[C@@H](CC1)OC1=CC(=CC=C1)C(F)(F)F)C)=O N-((S)-1-(4-(1,2,4-oxadiazol-5-yl)phenyl)ethyl)-2-methyl-2-((R)-3-(3-(trifluoromethyl)phenoxy)pyrrolidin-1-yl)propionamide